N-guanylaminoacetic acid C(N)(=N)NCC(=O)O